NC1=C(C(=NN1C(C(F)(F)F)C)C1=CC=C(C=C1)NC(C1=C(C=CC(=C1)F)OC([2H])([2H])[2H])=O)C#N N-(4-(5-amino-4-cyano-1-(1,1,1-trifluoroprop-2-yl)-1H-pyrazol-3-yl)phenyl)-5-Fluoro-2-(methoxy-d3)benzamide